2,2'-azobis-(2,4'-dimethylvaleronitrile) N(=NC(C#N)(CC(C)C)C)C(C#N)(CC(C)C)C